NC=1NC(C=2N(C(N(C2N1)[C@@H]1O[C@@H]([C@H]([C@H]1O)F)CO)=O)CC1=CC(=CC=C1)O)=O 2-amino-9-((2R,3S,4S,5R)-4-fluoro-3-hydroxy-5-(hydroxymethyl)tetrahydrofuran-2-yl)-7-(3-hydroxybenzyl)-7,9-dihydro-1H-purine-6,8-dione